N[C@H](C(=O)O)[C@H](CCCB(O)O)CNC([C@H](C(C)C)N)=O (2S,3R)-2-amino-3-(((S)-2-amino-3-methylbutanamido)methyl)-6-boronohexanoic acid